CC=1C=C(C=C(C1S)C)C1=CC(=C(C(=C1)C)S)C 3,3',5,5'-tetramethyl-4,4'-dimercaptobiphenyl